ClC1=C(/C=C/C2=NC=CC(=C2C#N)C=2C(=C(C=CC2)NC(=O)C2=NC=C(C(=O)OC)C=C2)C)C=C(C(=C1)C=O)C methyl (E)-6-((3-(2-(2-chloro-4-formyl-5-methylstyryl)-3-cyanopyridin-4-yl)-2-methylphenyl)carbamoyl)nicotinate